C(C)(C)(C)OC1=NC(=CC(=C1)N1[C@@H](COCC1)C)N1C(CN(CC1)S(=O)(=O)C=1C=NC=C(C1)F)C(F)(F)F (3R)-4-[2-tert-butoxy-6-[4-[(5-fluoro-3-pyridinyl)sulfonyl]-2-(trifluoromethyl)piperazin-1-yl]-4-pyridinyl]-3-methyl-morpholine